Cl.NC=1C=C(C=CC1F)C1=CN(C(C2=CC=CC=C12)=O)C 4-(3-amino-4-fluorophenyl)-2-methylisoquinolin-1-one hydrochloride